9,9'-(3,5-bis(4,6-diphenyl-1,3,5-triazin-2-yl)-2-(3-methyl-9H-carbazol-9-yl)-1,4-phenylene)bis(3-phenyl-9H-carbazole) C1(=CC=CC=C1)C1=NC(=NC(=N1)C1=CC=CC=C1)C=1C(=C(C=C(C1N1C2=CC=CC=C2C=2C=C(C=CC12)C1=CC=CC=C1)C1=NC(=NC(=N1)C1=CC=CC=C1)C1=CC=CC=C1)N1C2=CC=CC=C2C=2C=C(C=CC12)C1=CC=CC=C1)N1C2=CC=CC=C2C=2C=C(C=CC12)C